C1(CCC1)C=1C=C(C=CC1)C1=NC(=NC=C1F)NC1CC(CCC1)C(=O)N 3-((4-(3-cyclobutylphenyl)-5-fluoropyrimidin-2-yl)amino)cyclohexane-1-carboxamide